CN1C(=CC=2C1=NC=CN2)C2=CC=CC=C2 5-methyl-6-phenyl-5H-pyrrolo[2,3-b]pyrazine